2-benzyl-2-(3'-dimethylaminopropoxy)-1,7,7-trimethyl-bicyclo[2.2.1]heptane C(C1=CC=CC=C1)C1(C2(CCC(C1)C2(C)C)C)OCCCN(C)C